(S)-2-amino-propan-1-ol N[C@H](CO)C